tert-butyl (3R)-3-(3-(2,6-dioxopiperidin-3-yl)-1-methyl-1H-indazol-7-yl)piperidine-1-carboxylate O=C1NC(CCC1C1=NN(C2=C(C=CC=C12)[C@@H]1CN(CCC1)C(=O)OC(C)(C)C)C)=O